N=1C=CN2C1N=CC(=C2)C2=CNC=1N=C(N=CC12)NC1CC(C1)(C)NC(C)=O N-((1s,3s)-3-((5-(imidazo[1,2-a]pyrimidin-6-yl)-7H-pyrrolo[2,3-d]pyrimidin-2-yl)amino)-1-methylcyclobutyl)acetamide